C1=C2N=CN=C3C2=C(C=CC2=C4C=CC(=CN32)N4)N=C1 3,10a,11,13,14-pentaaza-6,9-methanonaphtho[1,8-ab]heptalen